5-carene C12CC(CC=C1C2(C)C)C